NC1=CC=CC(=N1)C#CC=1C=NC=2CCN(CC2C1)C(C(C)(C)C)=O 1-(3-((6-Aminopyridin-2-yl)ethynyl)-7,8-dihydro-1,6-naphthyridin-6(5H)-yl)-2,2-dimethylpropan-1-one